2-(2-hydroxy-4-propoxy-5-methylphenyl)-4,6-bis(2,4-di-t-butylphenyl)-s-triazine OC1=C(C=C(C(=C1)OCCC)C)C1=NC(=NC(=N1)C1=C(C=C(C=C1)C(C)(C)C)C(C)(C)C)C1=C(C=C(C=C1)C(C)(C)C)C(C)(C)C